[(3S)-Tetrahydrofuran-3-yl]hydrazine hydrochloride Cl.O1C[C@H](CC1)NN